2-(((E)-2-chloro-3-(2-((E)-1-ethyl-3,3-dimethyl-1,3,3a,7a-tetrahydro-2H-indol-2-ylidene)ethylidene)cyclohex-1-en-1-yl)methylene)malononitril ClC/1=C(CCC\C1=C/C=C\1/N(C2C=CC=CC2C1(C)C)CC)C=C(C#N)C#N